O1C=CC2=C1C=CC(=C2)C(=O)N 5-benzofuranamide